FC=1C=C(CC=2C3=C(N=CN2)N(C(=C3)C3=CC=C(C=C3)CO)COCC[Si](C)(C)C)C=CC1 (4-(4-(3-Fluorobenzyl)-7-((2-(trimethylsilyl)ethoxy)methyl)-7H-pyrrolo[2,3-d]pyrimidin-6-yl)phenyl)methanol